(S)-4-(5-(3-((2-((S)-3-carboxybutanoyl)-4-chloro-6-methoxybenzo[b]thiophen-5-yl)oxy)propoxy)-6-hydroxybenzo[b]thiophen-2-yl)-2-methyl-4-oxobutanoic acid C(=O)(O)[C@H](CC(=O)C1=CC2=C(S1)C=C(C(=C2Cl)OCCCOC2=CC1=C(SC(=C1)C(C[C@@H](C(=O)O)C)=O)C=C2O)OC)C